ClC=1C=CC(=C(C1)N1CC(N(CC1=O)C(C(=O)NC1=CC(=C(C(=O)N)C=C1)F)CC1=CC=CC=C1)=O)N1N=NN=C1 4-(2-(4-(5-chloro-2-(1H-tetrazol-1-yl)phenyl)-2,5-dioxopiperazin-1-yl)-3-phenylpropanamido)-2-fluorobenzamide